N1(CCCC1)S(=O)(=O)C=1C=C2CCC(NC2=CC1)=O 6-(pyrrolidin-1-ylsulfonyl)-3,4-dihydroquinolin-2(1H)-one